COC(=O)C=1C=C(C=2N(C1)N=C(C2C)C=2N(C1=C(C=CC=C1C2)C2CCN(CC2)C(=O)OC(C)(C)C)CC2CC2)F 2-(7-(1-(Tert-Butoxycarbonyl)piperidin-4-yl)-1-(cyclopropylmethyl)-1H-indol-2-yl)-4-fluoro-3-methylpyrazolo[1,5-a]pyridine-6-carboxylic acid methyl ester